C(C)(C)(C)OC(=O)NCC#CC=1OC2=C(C1)C(=C(C=C2)F)C(CCC(=O)OC)C#N methyl 4-(2-(3-((tert-butoxycarbonyl)amino)prop-1-yn-1-yl)-5-fluorobenzofuran-4-yl)-4-cyanobutanoate